NC1=CC=C(CN2C3=NC(=NC=C3N(C2=O)C)C2=C(C=CC=C2)C(C)C)C=C1 9-(4-aminobenzyl)-2-(2-isopropylphenyl)-7-methyl-7,9-dihydro-8H-purin-8-one